NC1OC2=C(OC1)C=CC=C2N2C(CNCC2)N 3-amino-5-(2-aminopiperazin-1-yl)-2,3-dihydro-1,4-benzodioxine